BrC=1C(=CC(=C(C1)N1N=C(N(C1=O)C(F)F)C)Cl)Cl 2-(5-bromo-2,4-dichlorophenyl)-4-(difluoromethyl)-2,4-dihydro-5-methyl-3H-1,2,4-triazol-3-one